CC=1C=C(CNC2=CN=C3N(C2=O)[C@@H](CC3)C(=O)O)C=CC1 (S)-3-((3-methylbenzyl)amino)-4-oxo-4,6,7,8-tetrahydropyrrolo[1,2-a]pyrimidine-6-carboxylic acid